ClC1=C(C=C(OCC(=O)NC23CC(C(CC2)(CC3)C(=O)O)F)C=C1)F 4-[2-(4-chloro-3-fluorophenoxy)acetylamino]-2-fluorobicyclo[2.2.2]octane-1-carboxylic acid